FC(C1=NN=C(O1)C=1C=CC(=NC1)CN1C(OC(=N1)C1=C(C(=CC=C1)C1CCN(CC1)C1COC1)F)=O)F 3-[[5-[5-(difluoromethyl)-1,3,4-oxadiazol-2-yl]-2-pyridyl]methyl]-5-[2-fluoro-3-[1-(oxetan-3-yl)-4-piperidyl]phenyl]-1,3,4-oxadiazol-2-one